C(C)OC(C(C(=O)NC=1C=NC(=C(C1)C(F)(F)F)C#N)(C)O)=O 3-[[6-cyano-5-(trifluoromethyl)-pyridin-3-yl]amino]-2-hydroxy-2-methyl-3-oxopropionic acid ethyl ester